N-[4-[(6,7-dimethoxy-1,5-naphthyridin-4-yl)oxy]-3-fluorophenyl]-5-(4-fluorophenyl)-1,6-dimethyl-2-(methylamino)-4-oxopyridine-3-carboxamide COC=1N=C2C(=CC=NC2=CC1OC)OC1=C(C=C(C=C1)NC(=O)C1=C(N(C(=C(C1=O)C1=CC=C(C=C1)F)C)C)NC)F